CN1N=NC2=C1C=CC(=C2C)C(CC(=O)OC(C)(C)C)C=2C=C1CCCC1=C(C2)CO tert-Butyl 3-(1,4-dimethyl-1H-benzotriazol-5-yl)-3-[7-(hydroxymethyl)-2,3-dihydro-1H-inden-5-yl]propanoate